1-(4-bromophenyl)-2-methylnaphthalene BrC1=CC=C(C=C1)C1=C(C=CC2=CC=CC=C12)C